Cl.BrC1=CC=CC2=C1N=C(S2)NC(=O)C2CN(CCC2)C2CNCC2 N-(4-bromo-1,3-benzothiazol-2-yl)-1-(pyrrolidin-3-yl)piperidine-3-carboxamide hydrochloride